bromo(2-bromo-6-fluorobenzyl)triphenyl-λ5-phosphane BrP(C1=CC=CC=C1)(C1=CC=CC=C1)(C1=CC=CC=C1)CC1=C(C=CC=C1F)Br